tert-Butyl 8-((4-(2-fluorophenyl)-6-oxopyrimidin-1(6H)-yl)methyl)-8-hydroxy-5-azaspiro[2.5]octane-5-carboxylate FC1=C(C=CC=C1)C=1N=CN(C(C1)=O)CC1(CCN(CC12CC2)C(=O)OC(C)(C)C)O